FC1=CC=C(OCC2N(C3CC(C2C)C3)C(=O)C3=NC(=CC=C3C3=NC=C(C=N3)C)C)C=C1 3-[(4-fluorophenoxy)methyl]-4-methyl-2-[6-methyl-3-(5-methylpyrimidin-2-yl)pyridine-2-carbonyl]-2-azabicyclo[3.1.1]heptane